BrC=1C=C2C=NN(C2=CC1C1OCCO1)C1OCCCC1 5-bromo-6-(1,3-dioxolan-2-yl)-1-tetrahydropyran-2-yl-indazole